1-(2-methoxypyridin-3-yl)-5-(trifluoromethyl)-1H-pyrazole-4-carboxylic acid ethyl ester C(C)OC(=O)C=1C=NN(C1C(F)(F)F)C=1C(=NC=CC1)OC